[C@H]12CN(C[C@H](CC1)O2)C=2C1=C(N=C(N2)N2CCN(CC2)C)C(=C(N=C1)C1=CC(=CC2=CC=C(C(=C12)C#C)F)O)F 4-(4-((1R,5S)-8-oxa-3-azabicyclo[3.2.1]octan-3-yl)-8-fluoro-2-(4-methylpiperazin-1-yl)pyrido[4,3-d]pyrimidin-7-yl)-5-ethynyl-6-fluoronaphthalen-2-ol